COC(=O)[C@H]1N(C(NC1)=O)C (S)-3-methyl-2-oxoimidazolidine-4-carboxylic acid methyl ester